BrC1=C(C(=CC=C1)F)C(\C(\C(=O)OC)=N/NC1=CC=C(C=C1)OC(F)(F)F)=O methyl (2E)-3-(2-bromo-6-fluoro-phenyl)-3-oxo-2-[[4-(trifluoromethoxy)phenyl]hydrazono]propanoate